C(C)(C)(C)OC(N([C@@H]1CN(CC1)CCCF)C1=CC(=C(C(=C1)F)C=O)F)=O (S)-(3,5-difluoro-4-formylphenyl)(1-(3-fluoropropyl)pyrrolidin-3-yl)carbamic acid tert-butyl ester